6-Chloro-1-(2-methyltriazol-4-yl)-3-(1-tetrahydropyran-2-ylpyrazol-4-yl)indole ClC1=CC=C2C(=CN(C2=C1)C1=NN(N=C1)C)C=1C=NN(C1)C1OCCCC1